N1(C=NC=C1)C=1C=C(CN(C2=CC(=NC=C2)CN2CC(NCC2)=O)CC2=CC(=CC=C2)OC)C=CC1 4-((4-((3-(1H-imidazol-1-yl)benzyl)(3-methoxybenzyl)amino)pyridin-2-yl)methyl)piperazin-2-one